C(#N)C1=CC(=C(COC2=CC=CC(=N2)NC2CN(CC2)CC2=NC3=C(N2C[C@H]2OCC2)C=C(C=C3)C(=O)O)C=C1)F 2-((3-((6-((4-cyano-2-fluorobenzyl)oxy)pyridin-2-yl)amino)pyrrolidin-1-yl)methyl)-1-(((S)-oxetan-2-yl)methyl)-1H-benzo[d]imidazole-6-carboxylic acid